Cl.N1C[C@H](CC1)O (S)-(+)-3-pyrrolidinol-HCl